C(=C\C)/C=1C=CC(=NC1C1=CC=C(C=C1)C)NS(=O)(=O)C1=CC=CC=C1 N-[5-[(E)-prop-1-enyl]-6-(p-tolyl)-2-pyridyl]benzenesulfonamide